The molecule is an azaphilone that is 5,6,7,8-tetrahydro-1H-isochromene substituted by a hydroxy and methyl group at position 7, an oxo group at position 8, a prop-1-en-1-yl group at position 3 and a (2,4-dihydroxy-6-methylbenzoyl)oxy group at position 6.Isolated from Penicillium commune, it exhibits antibacterial and antineoplastic activities. It has a role as an antineoplastic agent, an antibacterial agent and a Penicillium metabolite. It is an azaphilone, a benzoate ester, a member of resorcinols, a tertiary alcohol, a member of isochromenes and a tertiary alpha-hydroxy ketone. It derives from an o-orsellinic acid. C/C=C/C1=CC2=C(CO1)C(=O)[C@]([C@@H](C2)OC(=O)C3=C(C=C(C=C3C)O)O)(C)O